5-(2-bromo-vinyl)bromo-uridine BrC=CC=1C(NC(N([C@]2([C@H](O)[C@H](O)[C@@H](CO)O2)Br)C1)=O)=O